(R)-tert-butyl 4-(3-(1-(3-(3-oxo-2,9,12,15-tetraoxahenicosan-21-yloxy)phenyl)ethylcarbamoyl)phenylamino)-4-(5-(pyridin-4-yl)-4H-1,2,4-triazol-3-yl)piperidine-1-carboxylate O=C(OC)CCCCCOCCOCCOCCCCCCOC=1C=C(C=CC1)[C@@H](C)NC(=O)C=1C=C(C=CC1)NC1(CCN(CC1)C(=O)OC(C)(C)C)C1=NN=C(N1)C1=CC=NC=C1